6-amino-N-(2-{3-amino-4-[(1-methoxypropan-2-yl)oxy]pyrrolidin-1-yl}-3-fluoro-5,6,7,8-tetrahydroquinolin-6-yl)-2-methylthieno[2,3-d][1,3]thiazole-5-carboxamide NC1=C(SC=2N=C(SC21)C)C(=O)NC2CC=1C=C(C(=NC1CC2)N2CC(C(C2)OC(COC)C)N)F